C(CCCCCCCC)C([O-])C nonylethoxide